O=C1NC(CCC1N1C(C2=CC=CC(=C2C1=O)N1CCC(CC1)CCC(=O)N1CCC(CC1)C1=CC=C(C(=O)NC2=CC3=C(NC(=N3)CN3[C@H](CCC3)C)C=C2)C=C1)=O)=O 4-(1-(3-(1-(2-(2,6-dioxopiperidin-3-yl)-1,3-dioxoisoindolin-4-yl)piperidin-4-yl)propanoyl)piperidin-4-yl)-N-(2-(((S)-2-methylpyrrolidin-1-yl)methyl)-1H-benzo[d]imidazol-5-yl)benzamide